chloropropaneOne ClCC(C)=O